N-methyl-5-nitro-2-(6-oxo-5,7-diazaspiro[2.5]octan-5-yl)-2,3-dihydro-1H-indene-2-carboxamide CNC(=O)C1(CC2=CC=C(C=C2C1)[N+](=O)[O-])N1CC2(CC2)CNC1=O